CCCC(CCC)=O cis-4-heptanal